8-chloro-7-((4-cyano-2-fluorobenzyl)oxy)-1,2,3,4-tetrahydroisoquinoline ClC=1C(=CC=C2CCNCC12)OCC1=C(C=C(C=C1)C#N)F